N1(C=NC=C1)C=1N=NC(=CC1)N1C=NC=C1 3,6-bis(1H-imidazoL-1-yl)pyridazine